(4-amino-3-(3-(aminomethyl)pyrrolidin-1-yl)-6-(2,3-dichlorophenyl)pyridin-2-yl)methanol Lithium germanium sulfur phosphate P(=O)([O-])([O-])[O-].[S+2].[Ge+2].[Li+].NC1=C(C(=NC(=C1)C1=C(C(=CC=C1)Cl)Cl)CO)N1CC(CC1)CN